CC(C(=O)C1=CC=C(C=C1)F)(C)N1CCOCC1 2-methyl-1-(4-fluorophenyl)-2-morpholinyl-1-propanone